3'-ethyl-7-(trifluoromethyl)spiro[chromeno[4,3-d]thiazole-4,1'-cyclohexan]-2-amine C(C)C1CC2(CCC1)OC=1C=C(C=CC1C=1N=C(SC12)N)C(F)(F)F